4-(4-(pyrimidin-2-yl)butyl)phenol N1=C(N=CC=C1)CCCCC1=CC=C(C=C1)O